sodium (Z)-2-nitro-3-oxoprop-1-en-1-ol hydrate O.[N+](=O)([O-])\C(=C/O)\C=O.[Na]